C(#N)C1=CC=C(CC2COC3(N(C2=O)C(C)C)C=CC(C=C3)=O)C=C1 3-(4-cyano-benzyl)-5-isopropyl-1-oxa-5-azaspiro[5.5]undec-7,10-diene-4,9-dione